4-(4-bromo-oxazol-2-yl)benzoic acid BrC=1N=C(OC1)C1=CC=C(C(=O)O)C=C1